C(CCCCCCCCCC)S undeCanthiol